CC1=CC=[N+](C=C1)CCCCCCCC 4-Methyl-1-octylpyridinium